CC1=CC2=C(S1)C=C(C=C2)C(=O)[O-] 2-methylbenzo[b]Thiophene-6-carboxylate